C(C=C)(=O)OC(CCCC)C 1-methyl-pentyl acrylate